C(C1=CC=CC=C1)OCCOCCOCCOC1CCN(CC1)C(=O)OC(C)(C)C tert-butyl 4-[2-[2-(2-benzyloxyethoxy)ethoxy] ethoxy]piperidine-1-carboxylate